7-chloro-1-methyl-3-(4-methylpyridin-3-yl)-1,6-naphthyridin-2(1H)-one ClC1=NC=C2C=C(C(N(C2=C1)C)=O)C=1C=NC=CC1C